[6-(trifluoromethyl)pyridin-3-yl]boronic acid FC(C1=CC=C(C=N1)B(O)O)(F)F